C1(=CC=CC=C1)N(C1CCN(CC1)CC=1C=C2CN(C(C2=CC1F)=O)C1C(NC(CC1)=O)=O)C1=CC=CC=C1 3-(5-((4-(diphenylamino)piperidin-1-yl)methyl)-6-fluoro-1-oxoisoindolin-2-yl)piperidine-2,6-dione